C(C)\C(=C/CC/C(=C/C=O)/C)\CCC=C(C)C (E,E)-7-Ethyl-3,11-dimethyl-2,6,10-dodecatrienal